tris(trimethylsilane) borate phosphite P(O)(O)O.B(O)(O)O.C[SiH](C)C.C[SiH](C)C.C[SiH](C)C